C(C)(C)(C)[Si](Cl)(C)C tert.-Butyldimethylchlorosilan